2,6-Dichloro-N-(4-Trifluoromethylbenzyl)benzamid ClC1=C(C(=O)NCC2=CC=C(C=C2)C(F)(F)F)C(=CC=C1)Cl